4-[2-(1-methylpiperidin-4-yl)ethyl]Piperazine CN1CCC(CC1)CCN1CCNCC1